ClC=1C(=C(C=2C(=C(SN2)N2CCN(CC2)C(C=C)=O)C1)F)C=1C=CC=C2C=CN=CC12 1-(4-(5-chloro-7-fluoro-6-(8-isoquinolinyl)-2,1-benzothiazol-3-yl)-1-piperazinyl)-2-propen-1-one